(R)-3-(4,4-difluoro-5-(4-oxocyclohexyl)-3,4-dihydroquinolin-1(2H)-yl)piperidine-2,6-dione FC1(CCN(C2=CC=CC(=C12)C1CCC(CC1)=O)[C@H]1C(NC(CC1)=O)=O)F